S1SCSCSC1 1,2,4,6-tetrathiepane